(3,6-DIAMINO-9-ACRIDINYL)-BORONIC ACID NC=1C=CC2=C(C3=CC=C(C=C3N=C2C1)N)B(O)O